1-[1-(methoxymethyl)cyclopentyl]-N-methyl-methanamine hydrochloride Cl.COCC1(CCCC1)CNC